2,3-dihydro-1H-indene-1-methylamine C1(CCC2=CC=CC=C12)CN